N[C@H]1[C@@H](CC(O1)=O)CC1=CC=CC=C1 (4R,5R)-5-amino-4-benzyldihydrofuran-2(3H)-one